COC1=CC=C(C=C1)CCC1=CC(=C(C(=C1)OC)OC)OC 2-(4-methoxyphenyl)-1-(3,4,5-trimethoxyphenyl)ethane